FC1=CC=C(C=C1)C=1N=CSC1C 4-(4-fluorophenyl)-5-methyl-thiazole